6-chloro-N-[5-(2,2-difluoroethyl)-4-methoxy-pyrimidin-2-yl]-7-methoxy-1H-indole-3-sulfonic acid amide ClC1=CC=C2C(=CNC2=C1OC)S(=O)(=O)NC1=NC=C(C(=N1)OC)CC(F)F